1-(4-methoxybenzyl)-6,7-dihydro-1H-pyrazolo[4,3-f][1,4]oxazepin-4(5H)-one COC1=CC=C(CN2N=CC=3C(NCCOC32)=O)C=C1